3-oxocyclopent-1-ene O=C1C=CCC1